ClC1=NN2C(N=CC(=C2C(=O)OC)OC2=CC(=CC=C2)C2CC2)=C1 methyl 2-chloro-6-(3-cyclopropylphenoxy)pyrazolo[1,5-a]pyrimidine-7-carboxylate